1-oleoyl-2-palmitoyl-sn-glycero-3-phosphorylglycerol C(CCCCCCC\C=C/CCCCCCCC)(=O)OC[C@@H](OC(CCCCCCCCCCCCCCC)=O)COP(=O)(O)OCC(O)CO